(3-(difluoromethyl)-2-fluoro-phenyl)ethylamine FC(C=1C(=C(C=CC1)CCN)F)F